tert-butyl-4-((5-(2-(1H-indol-3-yl)ethyl)-7,8-dihydro-[1,3]dioxazolo[4,5-g]isoquinolin-6(5H)-yl)methyl)piperidine-1-carboxylate C(C)(C)(C)OC(=O)N1CCC(CC1)CN1C(C=2C=C3C(=CC2CC1)ONO3)CCC3=CNC1=CC=CC=C31